NC=1C2=C(N=CN1)N(C=C2C2CCN(CC2)C)[C@H]2[C@@H]([C@@H]([C@H](C2)CNCCCNCCC2=CC=CC=C2)O)O (1R,2S,3R,5R)-3-[4-amino-5-(1-methylpiperidin-4-yl)pyrrolo[2,3-d]pyrimidin-7-yl]-5-[{{3-[(2-phenylethyl)amino]propyl}amino}methyl]cyclopentane-1,2-diol